N7-(1,1-dioxo-2,3-dihydrobenzothiophen-3-yl)-2-isopropyl-pyrazolo[1,5-a]pyrimidine-3,7-dicarboxamide O=S1(CC(C2=C1C=CC=C2)NC(=O)C2=CC=NC=1N2N=C(C1C(=O)N)C(C)C)=O